2-iodo-N,N-dimethylethan-1-amine HCl Cl.ICCN(C)C